O(C(=O)C)C1=CC=C(C(=O)O)C=C1 p-acetoxyl-benzoic acid